CC1NCCC1C(=O)NC1=CC(=C(C(=C1)F)F)F 2-methyl-N-(3,4,5-trifluorophenyl)pyrrolidine-3-carboxamide